2-(6-(((1r,2s)-2-((E)-1-phenylbut-1-en-2-yl)cyclopropyl)amino)-2-azaspiro[3.3]Heptan-2-yl)ethanesulfonamide C1(=CC=CC=C1)\C=C(/CC)\[C@H]1[C@@H](C1)NC1CC2(CN(C2)CCS(=O)(=O)N)C1